tri-methyl((2-methyl-5-nitrophenyl)ethynyl)silane C[Si](C#CC1=C(C=CC(=C1)[N+](=O)[O-])C)(C)C